N1=NC(=CC=C1)C=1C=NN(C(C1)=S)CCC(=O)N 3-(4-pyridazin-3-yl-6-thioxo-pyridazin-1-yl)propanamide